ClC1=C(C=C(C(=C1)Cl)N1NC(N(C1)C(F)F)=O)NC(C)=O N-(2,4-dichloro-5-(4-difluoromethyl-3-oxo-4,5-dihydro-1H-1,2,4-triazol-1-yl)phenyl)acetamide